COC1=CC=C(C=C1)CC(=O)NC1=NNC(=C1)[C@H]1C[C@H](CC1)C1OCCCC1 (1S,3R)-3-(3-{[(4-methoxyphenyl)acetyl]amino}-1H-pyrazol-5-yl)cyclopentyl-tetrahydro-2H-pyran